(R)-2-(2-((1-ethylpiperidin-3-yl)amino)-7-methyl-[1,2,4]triazolo[1,5-a]pyrimidin-5-yl)-3,5-dimethylphenol C(C)N1C[C@@H](CCC1)NC1=NN2C(N=C(C=C2C)C2=C(C=C(C=C2C)C)O)=N1